(4,4-difluoro-1-piperidinyl)(3-(1-methyl-1H-pyrrolo[2,3-b]pyridin-5-yl)-6-quinoxalinyl)methanone FC1(CCN(CC1)C(=O)C=1C=C2N=C(C=NC2=CC1)C=1C=C2C(=NC1)N(C=C2)C)F